CC(C#N)(C#N)C1=CC=C(C=C1)[N+](=O)[O-] 2-methyl-2-(4-nitrophenyl)malononitrile